1-(4-Chloro-3-methylphenyl)-3-(4-methyl-5-(2-(methylamino)pyrimidin-4-yl)thiazol-2-yl)urea ClC1=C(C=C(C=C1)NC(=O)NC=1SC(=C(N1)C)C1=NC(=NC=C1)NC)C